NC([C@H](CC1C(NC2=CC=CC=C12)=O)NC(OC(C)(C)C)=O)=O tert-Butyl ((2S)-1-amino-1-oxo-3-(2-oxoindolin-3-yl)propan-2-yl)carbamate